methyl 6-(cyclopropanecarboxamido)-4-((2-methoxy-3-(1-(methyl-d3)-1H-1,2,4-triazol-3-yl)phenyl)amino)pyridazine-3-carboxylate C1(CC1)C(=O)NC1=CC(=C(N=N1)C(=O)OC)NC1=C(C(=CC=C1)C1=NN(C=N1)C([2H])([2H])[2H])OC